CC1CN(CC(O1)C)Cl 2,6-dimethylmorpholin-4-yl chloride